C(C)(C)N1CCC(CC1)C(=O)NCC1=CC=C(C=C1)NC1=CC=C(C=C1)N1CCCCC1 1-Isopropyl-N-(4-((4-(piperidin-1-yl)phenyl)amino)benzyl)piperidine-4-carboxamide